C(C)(C)C1=NC=CC=C1N 2-Isopropylpyridine-3-Amine